NCC12C3CCCC3C(CC1)C2 (aminomethyl)tricyclo[5.2.1.02,6]decane